methyl-methylthio 2-cyanoethyl ether C(#N)CCOSCC